4-[(5-isopropenyl-2-pyridyl)amino]-N-[(4-methoxyphenyl)methyl]-N-methyl-3-(1-methylimidazol-4-yl)benzenesulfonamide C(=C)(C)C=1C=CC(=NC1)NC1=C(C=C(C=C1)S(=O)(=O)N(C)CC1=CC=C(C=C1)OC)C=1N=CN(C1)C